The molecule is a non-proteinogenic alpha-amino acid that is alanine in which one of the methyl hydrogens has been replaced by a 2-methylenecyclopropyl group. The phytotoxin known as hypoglycin A is a mixture of the diastereoisomers that have L configuration at the amino-bearing carbon. It is a non-proteinogenic alpha-amino acid, a member of cyclopropanes and an olefinic compound. C=C1CC1CC(C(=O)O)N